C[C@H]1N(CCOC1)C1=NC2=C(N=CC=C2C(=C1)C1=C(C=NN1)C)C1=CC=NN1 2-[(3R)-3-methylmorpholin-4-yl]-4-(4-methyl-1H-pyrazol-5-yl)-8-(1H-pyrazol-5-yl)-1,7-naphthyridine